rel-(R)-N-(1-cyanocyclopropyl)-8-(3-cyclopropylmorpholino)-3-(5-(difluoromethyl)-1,3,4-thiadiazol-2-yl)imidazo[1,5-a]pyridine-6-sulfonamide C(#N)C1(CC1)NS(=O)(=O)C=1C=C(C=2N(C1)C(=NC2)C=2SC(=NN2)C(F)F)N2[C@@H](COCC2)C2CC2 |o1:27|